C(C)(C)(C)OC(=O)N1CC2OC2C1 3-N-t-butoxycarbonyl-6-oxa-3-azabicyclo[3.1.0]hexane